C(=O)(O)C(CC=1C=C(C(=O)O)C=CC1)CCC(NOC(CC1=CC=CC=C1)=O)=O 3-(2-Carboxy-5-oxo-5-((2-phenylacetoxy)amino)pentyl)benzoic acid